CC1=C(C=C(C(=O)O)C=C1)N1N=NC(=C1)C1=CN=CN1C 4-methyl-3-[4-(1-methyl-1H-imidazol-5-yl)-1H-1,2,3-triazol-1-yl]Benzoic acid